[Br-].C(=O)(O)CCCCCCC[P+](C1=CC=CC=C1)(C1=CC=CC=C1)C1=CC=CC=C1 (7-carboxyheptyl)triphenylphosphonium Bromide